2-methyl-5-(piperazin-1-yl)-1,3,4-oxadiazole HCl salt Cl.CC=1OC(=NN1)N1CCNCC1